OC1=C(C(=CC(=C1C(C)N(C(=O)N(C)C)C)CCCCC)O)C1CCCC(=C1)C 1-(1-(2,6-dihydroxy-5'-methyl-4-pentyl-1',2',3',4'-tetrahydro-[1,1'-biphenyl]-3-yl)ethyl)-1,3,3-trimethylurea